C(C)(C)C1(C(=C(C(=C1C(C)C)C(C)C)C(C)C)C(C)C)[K] 1,2,3,4,5-pentaisopropyl-cyclopentadienyl-potassium